CN(C=CC(=O)C1=C(C=C(C=C1O)C)F)C 3-(dimethylamino)-1-(2-fluoro-6-hydroxy-4-methylphenyl)prop-2-en-1-one